NC1=CC=C(C(=N1)F)C1=C(N=C(N1)[C@@H]1CCC=2N1C(C=C(N2)C2=C(C=CC(=C2)Cl)N2N=NN=C2)=O)Cl (6S)-6-[5-(6-amino-2-fluoro-3-pyridinyl)-4-chloro-1H-imidazol-2-yl]-2-[5-chloro-2-(1H-tetrazol-1-yl)phenyl]-7,8-dihydropyrrolo[1,2-a]pyrimidin-4(6H)-one